The molecule is a 3-hydroxy steroid that is obtained by formal dehydrogenation across positions 7 and 8 of 17beta-estradiol. It has a role as a metabolite. It is a 17beta-hydroxy steroid and a 3-hydroxy steroid. It derives from an androstane. C[C@]12CC[C@H]3C(=CCC4=C3C=CC(=C4)O)[C@@H]1CC[C@@H]2O